[2H]C(CCC[C@H]1[C@@H]2[C@H](CS1)NC(=O)N2)C(=O)O Biotin-D